ClC=1C=C(C=CC1F)NC(=O)[C@@H]1CN(CC1)C(=O)C=1NC(=CC1)C1=C(C=NC=C1C)C (S)-N-(3-chloro-4-fluorophenyl)-1-(5-(3,5-dimethylpyridin-4-yl)-1H-pyrrole-2-carbonyl)pyrrolidine-3-carboxamide